5-sulfhydryl-3-amino-1,2,4-triazole SC1=NC(=NN1)N